N-(9-bromo-5-methyl-4-oxo-2,3,4,5-tetrahydropyrido[3,2-b][1,4]Oxazepin-3-yl)-4-phenoxypicolinamide BrC1=CC=NC2=C1OCC(C(N2C)=O)NC(C2=NC=CC(=C2)OC2=CC=CC=C2)=O